FCS(=O)(=O)N[C@@H]1[C@@H](N(CC12CC2)C(=O)C2CC(C2)F)CC=2C(=C(C=CC2)C2=CC=CC=C2)F 1-fluoro-N-((6S,7S)-6-((2-fluoro-[1,1'-biphenyl]-3-yl)methyl)-5-((1r,3r)-3-fluorocyclobutane-1-carbonyl)-5-azaspiro[2.4]heptan-7-yl)methanesulfonamide